C1(=CC=C(C=C1)CN1N=CC2=C(C=CC(=C12)C(=O)NC1CC2(CCC2)C1)F)C1=CC=CC=C1 (Sa)-6-(1-([1,1'-Biphenyl]-4-ylmethyl)-4-fluoro-1H-indazol-7-carboxamido)spiro[3.3]heptan